(6-(2,4-dioxotetrahydropyrimidin-1(2H)-yl)-4-fluoropyridin-3-yl)methyl methanesulfonate CS(=O)(=O)OCC=1C=NC(=CC1F)N1C(NC(CC1)=O)=O